3-(4-aminophenylethyl)-2-(1-(4-bromophenyl)-3-(1H-pyrrol-3-yl)-1H-pyrazol-4-yl)-5-methyloxazolidin-4-one NC1=CC=C(C=C1)CCN1C(OC(C1=O)C)C=1C(=NN(C1)C1=CC=C(C=C1)Br)C1=CNC=C1